C(C)(C)(C)C1=NC(=NC(=C1)Cl)Cl 4-tert-butyl-2,6-dichloropyrimidine